ClC=1C=C(C=CC1Cl)NC(=O)N1[C@@H]2CC[C@H]1CC=1N=CN=CC12 (5R,8S)-N-(3,4-dichlorophenyl)-6,7,8,9-tetrahydro-5H-5,8-epiminocyclohepta[d]pyrimidine-10-carboxamide